N-[(4-Methoxyphenyl)methyl]-N-methyl-3-(1-methylimidazol-4-yl)-4-[[(1R)-1-[3-(trifluoromethyl)phenyl]ethyl]amino]benzenesulfonamide COC1=CC=C(C=C1)CN(S(=O)(=O)C1=CC(=C(C=C1)N[C@H](C)C1=CC(=CC=C1)C(F)(F)F)C=1N=CN(C1)C)C